COC1=CC=C(C=C1)COCCCCN1N=NC2=C1C=CC(=C2C)/C=C/C(=O)OCC ethyl (E)-3-[1-[4-[(4-methoxyphenyl)methoxy]butyl]-4-methyl-benzotriazol-5-yl]prop-2-enoate